methyl 6-(difluoromethyl)-5-fluoropicolinate FC(C1=C(C=CC(=N1)C(=O)OC)F)F